NC=1N=CC(=NC1OCC1=C(C(=CC=C1F)F)Cl)C=1C=C(C=CC1)NS(=O)(=O)CCNC1CC1 2-cyclopropylamino-ethanesulfonic acid {3-[5-amino-6-(2-chloro-3,6-difluoro-benzyloxy)-pyrazin-2-yl]-phenyl}-amide